tert-butyl (2S,4R)-4-(2,3-dichloro-6-methoxyphenyl)-2-(hydroxymethyl)pyrrolidine-1-carboxylate ClC1=C(C(=CC=C1Cl)OC)[C@H]1C[C@H](N(C1)C(=O)OC(C)(C)C)CO